1-(2-Fluoro-6-((1-methyl-1H-pyrazol-5-yl)amino)phenyl)cyclopentane-1-carbonitrile FC1=C(C(=CC=C1)NC1=CC=NN1C)C1(CCCC1)C#N